ethyl 2,6-dimethyl-7-oxo-4-[4,4,4-trifluoro-3-hydroxy-3-(1-methylpyrazol-3-yl)but-1-ynyl]-1H-pyrrolo[2,3-c]pyridine-3-carboxylate CC1=C(C2=C(C(N(C=C2C#CC(C(F)(F)F)(C2=NN(C=C2)C)O)C)=O)N1)C(=O)OCC